C1(=CC=CC=2C3=CC=CC=C3NC12)P(O)(O)=O carbazolylphosphonic acid